Tert-butyl (1-(5-(3-(benzyloxy)-4-nitrophenyl)-3-cyano-4-(4-cyano-3-fluorophenyl)pyridin-2-yl)piperidin-4-yl)carbamate C(C1=CC=CC=C1)OC=1C=C(C=CC1[N+](=O)[O-])C=1C(=C(C(=NC1)N1CCC(CC1)NC(OC(C)(C)C)=O)C#N)C1=CC(=C(C=C1)C#N)F